tert-Butyl (3R,4R)-4-(6-amino-4-methylpyridazin-3-yl)-3-methylpiperidine-1-carboxylate NC1=CC(=C(N=N1)[C@H]1[C@H](CN(CC1)C(=O)OC(C)(C)C)C)C